3-[(1H-1,3-benzodiazol-2-yl)amino]-N-methyl-3-[3-(methylsulfanyl)phenyl]propanamide N1C(=NC2=C1C=CC=C2)NC(CC(=O)NC)C2=CC(=CC=C2)SC